ClCC1(CCN(CC1)C(=O)OC(C)(C)C)C=O tert-butyl 4-(chloromethyl)-4-methanoylpiperidine-1-carboxylate